tungsten-nickel-iron [Fe].[Ni].[W]